CC=1C=C2N=CC(=NC2=CC1C)C=O 6,7-dimethylquinoxaline-2-carbaldehyde